8-(4-cyano-2-fluorophenyl)-N-(3,3-difluorocyclobutyl)-6,9-dioxo-5-(4-(trifluoromethyl)benzyl)-5,8-diazaspiro[3.5]nonane-2-carboxamide C(#N)C1=CC(=C(C=C1)N1CC(N(C2(CC(C2)C(=O)NC2CC(C2)(F)F)C1=O)CC1=CC=C(C=C1)C(F)(F)F)=O)F